CN(C(CCCCCCCN(C(CCN1CCCC1)=O)CCCCCCCC(=O)N(CCCC(CCCCC)CCCCC)C)=O)CCCC(CCCCC)CCCCC N-methyl-8-[[8-[methyl(4-pentylnonyl)amino]-8-oxo-octyl]-(3-pyrrolidin-1-ylpropanoyl)amino]-N-(4-pentylnonyl)octanamide